S1C=CC=2N=NC=3C=CC=CC3C21 thieno[3,2-c]cinnoline